5-((3aS,7aR)-7a-fluoro-1-oxooctahydro-2H-pyrrolo[3,4-c]pyridin-2-yl)-2-(trifluoromethyl)benzoic acid F[C@@]12[C@@H](CNCC1)CN(C2=O)C=2C=CC(=C(C(=O)O)C2)C(F)(F)F